8,8'-((((1R,2R)-2-hydroxycyclohex-yl)methyl)azanedi-yl)bis(N,N-didec-yloctanamide) O[C@H]1[C@H](CCCC1)CN(CCCCCCCC(=O)N(CCCCCCCCCC)CCCCCCCCCC)CCCCCCCC(=O)N(CCCCCCCCCC)CCCCCCCCCC